CN1C=NC2=C(C1=O)C(=NC=C2C2=CC=C(C=C2)C(F)(F)F)N[C@@H]2[C@H](S(CCC2)(=O)=O)C 3-Methyl-5-(((2R,3S)-2-methyl-1,1-dioxidotetrahydro-2H-thiopyran-3-yl)amino)-8-(4-(trifluoromethyl)phenyl)pyrido[4,3-d]pyrimidin-4(3H)-one